COC1=CC=C(C=C1)CN1C(C(C2CC1C2)C)CO [4-[(4-methoxyphenyl)methyl]-2-methyl-4-azabicyclo[3.1.1]hept-3-yl]methanol